C(C)[C@H]1CCC=2C1=NN(C2C(F)(F)F)CC(=O)N2[C@@H]([C@@H](CC2)N2CCOCC2)C2=C(C(=CC=C2)OC)C 2-[(6S)-6-Ethyl-3-(trifluoromethyl)-5,6-dihydro-4H-cyclopenta[c]pyrazol-2-yl]-1-[(2R,3R)-2-(3-methoxy-2-methyl-phenyl)-3-morpholino-pyrrolidin-1-yl]ethanone